(1R,3S,4R,12aS)-7-hydroxy-3-methyl-6,8-dioxo-N-(2,4,6-trifluorophenylmethyl)-1,2,3,4,6,8,12,12a-octahydro-1,4-methanodipyrido[1,2-a:1',2'-d]pyrazine-9-carboxamide OC=1C(C(=CN2C[C@H]3N(C(C21)=O)[C@H]2[C@H](C[C@@H]3C2)C)C(=O)NCC2=C(C=C(C=C2F)F)F)=O